3,7-dihydroxyl-2-ethoxy-5-methoxyl-6-methylflavan OC1C(OC2=CC(=C(C(=C2C1)OC)C)O)(C1=CC=CC=C1)OCC